(S)-1-(4-(2-((3-(Aminomethyl)benzyl)oxy)-7-(indolin-1-yl)-5,6,7,8-tetrahydroquinazolin-4-yl)piperazin-1-yl)prop-2-en-1-one NCC=1C=C(COC2=NC=3C[C@H](CCC3C(=N2)N2CCN(CC2)C(C=C)=O)N2CCC3=CC=CC=C23)C=CC1